C1(=CC=C(C=C1)C1=NC(=NC(=C1)C1=CC=C(C=C1)C1=CC=CC=C1)Cl)C1=CC=CC=C1 4,6-di(biphenyl-4-yl)-2-chloropyrimidine